CONC=1C(NC(NC1)=O)=O 5-(methoxyamino)uracil